C(C)OC=1C=CC(=NC1)C=1N=C(SC1)NC1=NC=CC=C1C 4-(5-ethoxypyridin-2-yl)-N-(3-methylpyridin-2-yl)thiazol-2-amine